1',3',3'-trimethyl-6-hydroxyspiro(2H-1-benzopyran-2,2'-indoline) CN1C2(C(C3=CC=CC=C13)(C)C)OC1=C(C=C2)C=C(C=C1)O